CC(C)(C(CCC(C=C)(O)C)O)O 2,6-Dimethyl-7-octene-2,3,6-triol